O[C@@]12CCC([C@@]1(C)CC[C@@H]1[C@]3(CCC(C=C3CC[C@@H]21)=O)C)=O 14alpha-hydroxy-4-androstene-3,17-dione